C(C1=CC=CC=C1)S(=O)(=O)O.FC(=C)F 2,2-difluoroethylene toluenesulfonate